FC(OC=1C=C(C=CC1COC1=C(C=CC=C1)C(F)(F)F)C1C=2C(NC(C1)=O)=NNC2)(F)F 4-[3-(trifluoromethoxy)-4-{[2-(trifluoromethyl)phenoxy]methyl}phenyl]-2H,4H,5H,6H,7H-pyrazolo[3,4-b]pyridin-6-one